6-[3-chloro-4-(2,2-difluoro-3-hydroxypropoxy)-2-fluorophenyl]-5-methyl-4,5-dihydro-2H-pyridazine ClC=1C(=C(C=CC1OCC(CO)(F)F)C=1C(CCNN1)C)F